16-hexyl-5-((4R)-4-((3R,10S,13R)-3-methoxy-10,13-dimethylhexadecahydro-1H-cyclopenta[a]phenanthren-17-yl)pentyl)-13,13-dimethyl-11-(octyloxy)-12,14-dioxa-5-aza-13-silatetracosan-1-ol C(CCCCC)C(CO[Si](OC(CCCCCN(CCCCO)CCC[C@@H](C)C1CCC2C3CCC4C[C@@H](CC[C@@]4(C3CC[C@]12C)C)OC)OCCCCCCCC)(C)C)CCCCCCCC